6'-chloro-2-(trifluoromethyl)-1'-((4-(trifluoromethyl)phenyl)sulfonyl)-2',3'-dihydro-1'H-spiro[cyclohexane-1,4'-quinoline] ClC=1C=C2C3(CCN(C2=CC1)S(=O)(=O)C1=CC=C(C=C1)C(F)(F)F)C(CCCC3)C(F)(F)F